BrC1=C(OC2=C(O[C@@H](C(=O)OCCOC)OC)C=CC=C2)C=C(C(=C1)F)N1C(N(C(=CC1=O)C(F)(F)F)C)=O 2-methoxyethyl (2S)-2-[2-[2-bromo-4-fluoro-5-[3-methyl-2,6-dioxo-4-(trifluoromethyl)pyrimidin-1-yl]phenoxy]phenoxy]-2-methoxy-acetate